tert-butyl 3-[6-(4-cyano-2-methoxy-6-methyl-phenyl)pyrido[2,3-b]pyrazin-3-yl]piperidine-1-carboxylate C(#N)C1=CC(=C(C(=C1)C)C=1C=CC=2C(=NC(=CN2)C2CN(CCC2)C(=O)OC(C)(C)C)N1)OC